5,6-diphenyl-pyrimidine C1(=CC=CC=C1)C=1C=NC=NC1C1=CC=CC=C1